ClC1=NC=C(C=C1NS(=O)(=O)C)C=1C=C2C(=C(C=NC2=CC1)C#N)NC(C)C1=CC=C(C=C1)O N-(2-chloro-5-(3-cyano-4-((1-(4-hydroxyphenyl)ethyl)amino)quinolin-6-yl)pyridin-3-yl)methanesulfonamide